N1(CCC1)CCOC=1C=CC(=NC1)C=1C=NC(=CC1NC1CCC(CC1)(O)C)Cl (1s,4s)-4-((5-(2-(Azetidin-1-yl)ethoxy)-6'-chloro-[2,3'-bipyridin]-4'-yl)amino)-1-methylcyclohexan-1-ol